(S)-N-methyl-2-oxo-N-(1-tosyl-1H-pyrrolo[2,3-b]pyridin-6-yl)oxazolidine-4-carboxamide CN(C(=O)[C@H]1NC(OC1)=O)C1=CC=C2C(=N1)N(C=C2)S(=O)(=O)C2=CC=C(C)C=C2